(benzyloxy)-1-(3-((tert-butyldimethylsilyl)oxy)propyl)-3-methyl-1H-pyrazole C(C1=CC=CC=C1)OC=1C(=NN(C1)CCCO[Si](C)(C)C(C)(C)C)C